(R)-5-(4-bromophenoxy)-2-hydroxypentanoate BrC1=CC=C(OCCC[C@H](C(=O)[O-])O)C=C1